N1=CC=C(C=C1)C1=C(C=C(C(=O)O)C(=C1)C1=CC=NC=C1)C(=O)O 4,6-bis(pyridin-4-yl)isophthalic acid